3-((2r,4s)-2-(3-bromophenyl)-5-oxaspiro[3.4]octan-2-yl)-4-methyl-4H-1,2,4-triazole BrC=1C=C(C=CC1)C1(CC2(C1)OCCC2)C2=NN=CN2C